ClC1=CC=C(CC=2NC(C3=C(N2)CN(C3)CC3=CC(=CC(=C3)F)F)=O)C=C1 2-(4-chlorobenzyl)-6-(3,5-difluorobenzyl)-3,5,6,7-tetrahydro-4H-pyrrolo[3,4-d]pyrimidin-4-one